2-[2-[(3-cyano-2-pyridyl)sulfanyl]-1-phenyl-ethyl]propanedinitrile C(#N)C=1C(=NC=CC1)SCC(C1=CC=CC=C1)C(C#N)C#N